1-Methyl-phenyl-aluminum hypophosphite [PH2](=O)[O-].CC1(CC=CC=C1)[Al+2].[PH2](=O)[O-]